4-[(3-{8-bromo-3-[(trifluoromethyl)sulfanyl]indolizin-2-yl}prop-2-yn-1-yl)amino]-N-[(2R)-2-hydroxypropyl]-3-methoxybenzamide BrC1=CC=CN2C(=C(C=C12)C#CCNC1=C(C=C(C(=O)NC[C@@H](C)O)C=C1)OC)SC(F)(F)F